CC1CCN(CC1)C1CN(CCC1)C1=CC=CN=N1 6-(4-methyl-[1,3'-bipiperidin]-1'-yl)pyridazin